1-[2-(2,4-Dimethylphenylsulfanyl)phenyl]Piperazine hydrobromide Br.CC1=C(C=CC(=C1)C)SC1=C(C=CC=C1)N1CCNCC1